di-aminobutyric acid NC(C(=O)O)(CC)N